(S)-2-(4-(6-((4-cyano-2-fluorobenzyl)oxy)pyridin-2-yl)-2-fluorobenzyl)-1-(oxolan-2-ylmethyl)-1H-thieno[2,3-d]imidazole-5-carboxylic acid methyl ester COC(=O)C1=CC2=C(N=C(N2C[C@H]2OCCC2)CC2=C(C=C(C=C2)C2=NC(=CC=C2)OCC2=C(C=C(C=C2)C#N)F)F)S1